(((2R,7aS)-2-fluorotetrahydro-1H-pyrrolizin-7a(5H)-yl)methoxy)quinazoline-6-carboxamide formate C(=O)O.F[C@@H]1C[C@@]2(CCCN2C1)COC1=NC2=CC=C(C=C2C=N1)C(=O)N